8-bromo-2-(2-(4-(methylsulfonyl)phenoxy)acetyl)-1,3,4,12a-tetrahydrobenzo[e]pyrazino[1,2-a][1,4]diazepine-6,12(2H,11H)-dione BrC1=CC2=C(NC(C3N(C2=O)CCN(C3)C(COC3=CC=C(C=C3)S(=O)(=O)C)=O)=O)C=C1